2-(3-Fluorophenyl)-3-oxo-6-[2-(trifluoromethyl)pyrimidin-5-yl]pyridazine-4-carboxylic acid FC=1C=C(C=CC1)N1N=C(C=C(C1=O)C(=O)O)C=1C=NC(=NC1)C(F)(F)F